CN1N=C(C(=C1)C(=O)NC1=C(C=CC=C1)C1=C(C=CC=C1)C(F)(F)F)C(F)(F)F methyl-3-(trifluoromethyl)-N-[2'-(trifluoromethyl)biphenyl-2-yl]-1H-pyrazole-4-carboxamide